FC=1C=C2C=C(C=NC2=NC1)N 6-fluoro-1,8-naphthyridin-3-amine